Fmoc-ethylenediamine HCl salt Cl.C(=O)(OCC1C2=CC=CC=C2C2=CC=CC=C12)NCCN